2-ethyl-4-morpholinoquinolin-7-ol C(C)C1=NC2=CC(=CC=C2C(=C1)N1CCOCC1)O